5,5'-(buta-1,3-diyne-1,4-diyl)diisophthalate C(#CC#CC=1C=C(C=C(C(=O)[O-])C1)C(=O)[O-])C=1C=C(C=C(C(=O)[O-])C1)C(=O)[O-]